titanium tetra(n-propoxide) [O-]CCC.[O-]CCC.[O-]CCC.[O-]CCC.[Ti+4]